O=C1NC(CCC1N1C(NC2=C1C=CC(=C2)N2CCN(CC2)C=2C=C(C=CC2)C2C(CNC2)C#N)=O)=O rac-4-(3-{4-[1-(2,6-dioxohexahydropyridin-3-yl)-2-oxo-3H-benzo[d]imidazol-5-yl]piperazin-1-yl}phenyl)tetrahydropyrrole-3-carbonitrile